NC1=C(C(N(C2=CC(=CC=C12)Cl)C1=CC=CC=C1)=O)C(=O)OC methyl 4-amino-7-chloro-2-oxo-1-phenyl-1,2-dihydroquinoline-3-carboxylate